NC(=O)C1=CC=CC2=CN(N=C12)C1=CC=C(C=C1)NC(=O)C1[NH+](CCCCC1)C 2-[({4-[7-(aminocarbonyl)-2H-indazole-2-yl]phenyl}amino)carbonyl]-1-methylazepanium